N-((S)-4-methyl-1-oxo-1-(((S)-3-oxo-1-((S)-2-oxopyrrolidin-3-yl)-4-(trifluoromethoxy)butan-2-yl)amino)pentan-2-yl)imidazo[1,2-b]pyridazine-2-carboxamide CC(C[C@@H](C(N[C@@H](C[C@H]1C(NCC1)=O)C(COC(F)(F)F)=O)=O)NC(=O)C=1N=C2N(N=CC=C2)C1)C